C[Si](O[Si](O[Si](C)(C)C)(C)O[Si](O[Si](O[Si](C)(C)C)(O[Si](C)(C)C)C)(O[Si](O[Si](C)(C)C)(O[Si](C)(C)C)C)CCC(=O)O)(C)C 3-(5-((1,1,1,3,5,5,5-heptamethyltrisiloxan-3-yl)oxy)-1,1,1,3,7,9,9,9-octamethyl-3,7-bis((trimethylsilyl)oxy)pentasiloxan-5-yl)propanoic acid